1-decyl-2,3-dimethyl-imidazole bromide [Br-].C(CCCCCCCCC)N1C(N(C=C1)C)C